COC(CCOCCOCCOCCOCCOCCOCCN)=O amino-3,6,9,12,15,18-hexaoxaheneicosane-21-oic acid methyl ester